[Si](C)(C)(C(C)(C)C)O[C@@H]1CC(C[C@H](C1)O[Si](C)(C)C(C)(C)C)=C\C=C/1\[C@@H]2CC[C@@H]([C@]2(CCC1)C)[C@@H](CCN1CCOCC1)C 4-((R)-3-((1R,3aS,7aR,E)-4-(2-((3R,5R)-3,5-bis((t-butyldimethylsilyl)oxy)cyclohexylidene)ethylidene)-7a-methyloctahydro-1H-inden-1-yl)butyl)morpholine